2-(6-(2-methyl-2H-pyrazolo[3,4-b]pyridin-5-yl)thieno[2,3-b]pyridin-2-yl)spiro[3.3]heptan-2-ol CN1N=C2N=CC(=CC2=C1)C1=CC=C2C(=N1)SC(=C2)C2(CC1(C2)CCC1)O